FC(C(C(=O)N)(O)C1=CC2=C(N=C(S2)NC(=O)NC2=CC=C(C=C2)F)C=C1)F 3,3-difluoro-2-(2-(3-(4-fluorophenyl)ureido)benzo[d]thiazol-6-yl)-2-hydroxypropanamide